tert-butyl 1-(2,6-dioxapiperidin-3-yl)-2-oxospiro[indoline-3,4'-piperidine]-1'-carboxylate N1OC(CCO1)N1C(C2(CCN(CC2)C(=O)OC(C)(C)C)C2=CC=CC=C12)=O